CC1=NC(=CC(=C1)C1=C(C=C(C(=C1)C1=CC(=NC(=C1)C)C)C1=CC(=NC(=C1)C)C)C1=CC(=NC(=C1)C)C)C 1,2,4,5-tetrakis(2,6-dimethylpyridin-4-yl)benzene